FC(C=1OC(=NN1)C1=CC(=C(C=C1)CN1N=NC(=C1)C1=CC(=C(C=C1)F)N1CCNCC1)F)F 2-(difluoromethyl)-5-(3-fluoro-4-((4-(4-fluoro-3-(piperazin-1-yl)phenyl)-1H-1,2,3-triazol-1-yl)methyl)phenyl)-1,3,4-oxadiazole